[Cl-].C(CCCCCCCCCCCCCC)(=O)OC methyl pentadecanoate chloride